N-(7-fluoro-2-methyl-indazol-5-yl)-8-(4-piperidyloxy)quinoxaline-5-carboxamide FC1=CC(=CC2=CN(N=C12)C)NC(=O)C=1C=2N=CC=NC2C(=CC1)OC1CCNCC1